C(C(O)C)(=O)O.OC=1[C@H](OC(C1O)=O)[C@H](CO)O VITAMIN C LACTATE